2-(3-Hydroxycyclobutyl)-2-methyl-propionic acid OC1CC(C1)C(C(=O)O)(C)C